N-((7-nitro-2-(tetrahydro-2H-pyran-4-yl)-2H-indazol-5-yl)sulfonyl)benzamide [N+](=O)([O-])C1=CC(=CC2=CN(N=C12)C1CCOCC1)S(=O)(=O)NC(C1=CC=CC=C1)=O